6-fluorobenzo[d]thiazole-2-carboxamide FC1=CC2=C(N=C(S2)C(=O)N)C=C1